C=1([O-])C([O-])=CC=CC1.[Sn+4].C=1([O-])C([O-])=CC=CC1 tin pyrocatecholate